5-methoxybenzotriazole COC1=CC2=C(NN=N2)C=C1